N12CCN(C(CC1)C2)C2=CC(=C(C=C2)NC2=NC=C(C(=N2)NCCCN2CCOCCC2=O)C(F)(F)F)CC 4-(3-((2-((4-(1,4-diazabicyclo[3.2.1]octan-4-yl)-2-ethylphenyl)amino)-5-(trifluoromethyl)pyrimidin-4-yl)amino)propyl)-1,4-oxazepan-5-one